ClC=1C=CC(=C(C1)C1=CC(=C(N=N1)OCC(F)F)NCC1=C(C=C(C=C1)OC)OC)F 6-(5-chloro-2-fluorophenyl)-3-(2,2-difluoroethoxy)-N-[(2,4-dimethoxyphenyl)methyl]pyridazin-4-amine